2-ethyl-2-propenylmethyldimethoxysilane C(C)C(C[Si](OC)(OC)C)=C